1-bromo-4-(1-methylsulfonylcyclopropyl)benzene BrC1=CC=C(C=C1)C1(CC1)S(=O)(=O)C